C(CCCCC(=O)[O-])(=O)OCCCCCCCCCCCCCCCCCCCCCC behenyl adipate